(5R,9R,11R)-2-(3-bromophenoxy)-N,N,7-trimethyl-11-vinyl-9,10-dihydro-5,9-methanocycloocta[b]pyridin-5(6H)-amine BrC=1C=C(OC2=CC=C3C(=N2)C[C@@H]2C=C(C[C@]3([C@@H]2C=C)N(C)C)C)C=CC1